BrC1=CC=CC=2N1N=C(N2)N(C=O)C2CC2 N-(5-bromo-[1,2,4]triazolo[1,5-a]pyridin-2-yl)cyclopropylformamide